ClC1=CC=CC(=N1)C(=O)[O-].[Li+].C(C)(C)(C)NC(=O)[C@]1(N(C2=CC=CC=C2C1=C)C(C1=CC=C(C=C1)Cl)=O)C1=NC=CC=C1 |r| (±)-N-tert-butyl-1-(4-chlorobenzoyl)-3-methylene-2-(pyridin-2-yl)indoline-2-carboxamide lithium (1+) 6-chloropyridine-2-carboxylate